COC1=C(C=C2C=NN(C2=C1)S(=O)(=O)C1=CC=C(C)C=C1)O 6-methoxy-1-tosyl-1H-indazol-5-ol